N1=C(C=CC=C1)CNCC(C(C)NCC1=NC=CC=C1)=O 1,3-bis[(pyridin-2-ylmethyl)amino]butan-2-al